C(C)(C)(C)C1=CC=C(C=C1)C1=C(C=CC=C1)Cl 4'-(t-butyl)-2-chloro-1,1'-biphenyl